C2-acetylamino-5-(3-phenoxypropyl)-1,3-thiazole-4-carboxylic acid ethyl ester C(C)OC(=O)C=1N=C(SC1CCCOC1=CC=CC=C1)NC(C)=O